2-chloro-4-(1-cyanocyclopropyl)-6-methoxybenzoic acid ClC1=C(C(=O)O)C(=CC(=C1)C1(CC1)C#N)OC